(E)-3-((4-fluoro-3-iodo-1-(tetrahydro-2H-thiopyran-2-yl)-1H-indazol-6-yl)methylene)-4-phenylpyrrolidone FC1=C2C(=NN(C2=CC(=C1)\C=C/1\C(NCC1C1=CC=CC=C1)=O)C1SCCCC1)I